C(C)(=O)O[C@@H]1C[C@H](O[C@H]1N1C2=NC(=NC=C2N(C1=O)CC1=CC(=CC=C1)OC)N)COC(C)=O ((2S,4R,5R)-4-acetoxy-5-(2-amino-7-(3-methoxybenzyl)-8-oxo-7,8-dihydro-9H-purin-9-yl)tetrahydrofuran-2-yl)methylacetat